1-(4-(N-(2-(dinonylamino)ethyl)-N-nonylglycyl)piperazin-1-yl)dodecan-1-one C(CCCCCCCC)N(CCN(CC(=O)N1CCN(CC1)C(CCCCCCCCCCC)=O)CCCCCCCCC)CCCCCCCCC